hexa(α-methylbenzyl)biphenyl CC(C1=CC=CC=C1)C1=C(C=CC=C1)C1=C(C(=C(C(=C1C(C1=CC=CC=C1)C)C(C1=CC=CC=C1)C)C(C1=CC=CC=C1)C)C(C1=CC=CC=C1)C)C(C1=CC=CC=C1)C